CS(=O)(=O)OC1=C(C(=CC=C1)OS(=O)(=O)C)OS(=O)(=O)C 1,2,3-trimethyl-sulfonyloxybenzene